[Pd+2].N1C=[NH+]C=C1.N1C=[NH+]C=C1 Bis-imidazolium palladium